Ethyl 2-[1-(1,3-dioxan-2-yl)-5,5,6,6,7,7,8,8,8-nonafluorooctan-3-yl]-5,5-dimethylcyclohex-1-ene-1-carboxylate O1C(OCCC1)CCC(CC(C(C(C(F)(F)F)(F)F)(F)F)(F)F)C1=C(CC(CC1)(C)C)C(=O)OCC